FC=1C=C(C=CC1F)NC(C1=C(C=CC(=C1)S(NCC#C)(=O)=O)F)=O N-(3,4-difluorophenyl)-2-fluoro-5-(N-(prop-2-yn-1-yl)sulfamoyl)benzamide